C[SiH](OC(C)C(C)O[SiH](C)C)C 2,3-bis(dimethylsiloxy)butane